S1C(=NC2=C1CCC2)C2=CC=C(C=C2)C2=CC=C(C=C2)C=2N=NNC2C(=O)O 4-(4'-(5,6-dihydro-4H-cyclopenta[d]thiazol-2-yl)-[1,1'-biphenyl]-4-yl)-1H-1,2,3-triazole-5-carboxylic acid